C(C)(C)(C)NC(OC1(CCCC1)C1=CC(=NN1)NC=1C(=NC=CC1)C)=O (3-((2-methylpyridin-3-yl)amino)-1H-pyrazol-5-yl)cyclopentyl tert-butylcarbamate